5-[4-amino-1-(azetidin-3-ylmethyl)pyrazolo[3,4-d]pyrimidin-3-yl]-1,3-benzoxazol-2-amine NC1=C2C(=NC=N1)N(N=C2C=2C=CC1=C(N=C(O1)N)C2)CC2CNC2